7Z,10Z,13Z,16Z,19Z-docosahexaenoic acid C(C=CC=C\C=C/C=C\C=C/C=C\CCCCCCCCC)(=O)O